C(CCCCCCC)(=O)OC(CCCCCC(OC(NCCCN(C)C)=O)CCCCCCOC(CCCCCCC)=O)CCCN(C)C [3-(dimethylamino) propyl]-2-methyl-7-oxo-9-{6-[(1-oxooctyl) oxy] hexyl}-2,6-diaza-8-oxapentadecan-15-yl octanoate